C(CCC)N1C(N(C(C(C1=O)=C(N)N)=O)C1CCC2(CC3(C(NC4=NC=CN=C43)=O)C2)CC1)=O Butyl-5-(diaminomethylene)-3-(6''-oxo-5'',6''-dihydrodispiro[cyclohexane-1,1'-cyclobutane-3',7''-pyrrolo[2,3-b]pyrazin]-4-yl)pyrimidine-2,4,6(1H,3H,5H)-trione